7-[3-(4-amino-1H-pyrazol-1-yl)azetidin-1-yl]-5-methyl-4-oxo-1-(1,3-thiazol-2-yl)-1,4-dihydro-1,8-naphthyridine-3-carboxylic acid NC=1C=NN(C1)C1CN(C1)C1=CC(=C2C(C(=CN(C2=N1)C=1SC=CN1)C(=O)O)=O)C